(3S)-3-(4-{[(3R)-3-methylpentyl]oxy}phenyl)hex-4-ynoic acid C[C@@H](CCOC1=CC=C(C=C1)[C@H](CC(=O)O)C#CC)CC